BrC1=C(C(=CC(=C1)C(C(F)(F)F)(C(F)(F)F)F)C(F)(F)F)NC(C1=C(C(=CC=C1)N(C(C1=CC=C(C=C1)C(F)(F)F)=O)CC1CC1)F)=O N-(2-Bromo-4-(perfluoropropan-2-yl)-6-(trifluoromethyl)phenyl)-3-(N-(cyclopropylmethyl)-4-(trifluoromethyl)benzamido)-2-fluorobenzamid